(S)-1-(tert-butyl)-3-(5-(((tert-butyldimethylsilyl)oxy)methyl)-2-oxo-1-(1-(3-(trifluoromethoxy)phenyl)ethyl)-1,2-dihydroquinoxalin-6-yl)urea C(C)(C)(C)NC(=O)NC=1C(=C2N=CC(N(C2=CC1)[C@@H](C)C1=CC(=CC=C1)OC(F)(F)F)=O)CO[Si](C)(C)C(C)(C)C